1-(3-amino-2,4-difluorophenyl)-2-(butylamino)-1-ethanol NC=1C(=C(C=CC1F)C(CNCCCC)O)F